6-methoxy-2-methyl-7-(7-(2,2,6,6-tetramethyl-1,2,3,6-tetrahydropyridin-4-yl)imidazo[1,2-a]pyrimidin-2-yl)isoquinolin-1(2H)-one COC=1C=C2C=CN(C(C2=CC1C=1N=C2N(C=CC(=N2)C=2CC(NC(C2)(C)C)(C)C)C1)=O)C